NCCCCNC(=N)N N-4-Aminobutylguanidine